2-(4-cyano-2-methoxybenzylidene)-N-(4-methoxybenzyl)-3-oxobutanamide C(#N)C1=CC(=C(C=C(C(=O)NCC2=CC=C(C=C2)OC)C(C)=O)C=C1)OC